Styrene-malic acid C1=CC=C(C=C1)C=CC(C(C(=O)O)O)C(=O)O